lithium 3-(benzhydrylamino)-6-methyl-pyridazine-4-carboxylate C(C1=CC=CC=C1)(C1=CC=CC=C1)NC=1N=NC(=CC1C(=O)[O-])C.[Li+]